NC1=C(SC2=NC(=CC=C21)C)C(=O)N[C@@H]2CC=1C=CC(=NC1CC2)N2CC1(C2)OC[C@H](C1)N 3-amino-N-[(6S)-2-[(7S)-7-amino-5-oxa-2-azaspiro[3.4]octan-2-yl]-5,6,7,8-tetrahydroquinolin-6-yl]-6-methylthieno[2,3-b]pyridine-2-carboxamide